ClC1=CC=C(CN2C3(CCN(C3)C(=O)C3CCC3)C(N(CC2=O)C2=C(C=C(C#N)C=C2)F)=O)C=C1 4-(6-(4-chlorobenzyl)-2-(cyclobutanecarbonyl)-7,10-dioxo-2,6,9-triazaspiro[4.5]decan-9-yl)-3-fluorobenzonitrile